FC(C(C)OCC(=O)O)(F)F 2-((1,1,1-Trifluoropropan-2-yl)oxy)acetic acid